tert-butyl (S)-(5-bromo-2,3-dihydrobenzofuran-3-yl)(methyl)carbamate BrC=1C=CC2=C([C@@H](CO2)N(C(OC(C)(C)C)=O)C)C1